2'-chloro-N-[5-(2-hydroxyethoxy)-1,3-benzothiazol-2-yl]-5'-methoxy-6-methyl-[4,4'-bipyridine]-3-carboxamide ClC1=NC=C(C(=C1)C1=C(C=NC(=C1)C)C(=O)NC=1SC2=C(N1)C=C(C=C2)OCCO)OC